NCC(=O)N1C(C=2N(CC1)C(=C(N2)C2=CC(=C(C(=C2)F)F)Cl)NC2=CC=C(C=C2)F)(C)C 2-amino-1-(2-(3-chloro-4,5-difluorophenyl)-3-((4-fluorophenyl)amino)-8,8-dimethyl-5,6-dihydroimidazo[1,2-a]pyrazin-7(8H)-yl)ethan-1-one